COC1=CC=C(CN2C(N(CCC2=O)C2=NOC3=C2C=C(C=C3)CN3C[C@@H]2COCC(N2CC3)=O)=O)C=C1 (R)-3-(4-methoxybenzyl)-1-(5-((4-oxohexahydropyrazino[2,1-c][1,4]oxazin-8(1H)-yl)methyl)benzo[d]isoxazol-3-yl)dihydropyrimidine-2,4(1H,3H)-dione